BrC=1C(=NC(=NC1)OC(C)(C)C)OC(C)(C)C 5-bromo-2,4-di-tert-butoxypyrimidine